C(=C)C1CCC(CC1)CN1C[C@@H](C([C@@H](C1)O)O)O (3S,4R,5R)-1-(((1s,4S)-4-vinylcyclohexyl)methyl)piperidine-3,4,5-triol